CC=1C=CC(=NC1)C=O 5-METHYLPYRIDINE-2-CARBOXALDEHYDE